6-amino-N-{2-[3-amino-2-(difluoromethyl)pyrrolidin-1-yl]-5,6,7,8-tetrahydroquinolin-6-yl}-2-methylthieno[2,3-d][1,3]thiazole-5-carboxamide NC1=C(SC=2N=C(SC21)C)C(=O)NC2CC=1C=CC(=NC1CC2)N2C(C(CC2)N)C(F)F